NC=1SCC2(N1)C(OCC1=CC=C(C=C12)NC(=O)C1=NC=C(C=C1)COC)C N-(2'-amino-3-methyl-5'H-spiro[isochroman-4,4'-thiazol]-6-yl)-5-methoxymethylpyridineamide